C(C)(C)(C)OC(C(C(=O)OC)CCC(=O)OCC1=CC=CC=C1)=O (3-benzyloxy-3-oxopropyl)-malonic acid methyl ester tert-butyl ester